2',3',6',7'-tetrahydrospiro[cyclopropane-1,5'-inden]-3'-yl acetate C(C)(=O)OC1CC=C2CCC3(C=C12)CC3